methyl 2-(5-methyl-7-(4,4,5,5-tetramethyl-1,3,2-dioxaborolan-2-yl)-3,4-dihydroisoquinolin-2(1H)-yl)acetate CC1=C2CCN(CC2=CC(=C1)B1OC(C(O1)(C)C)(C)C)CC(=O)OC